COC(=O)C1(C(SC2=CC=CC=C2C1=O)C1=CC=CC=C1)CC=C=CC1=CC(=CC=C1)OC (-)-Methyl-3-(4-(3-methoxyphenyl)buta-2,3-dien-1-yl)-4-oxo-2-phenylthiochromane-3-carboxylate